COC1=C(SC2=NC=CC=C21)C(=O)O 3-methoxythieno[2,3-b]pyridine-2-carboxylic acid